BrC=1C=C(C=CC1O)C1(CCCCC1)C1=CC(=C(C=C1)O)Br 1,1-bis(3-bromo-4-hydroxyphenyl)cyclohexane